ethyl 2-[[benzyl-(2-tert-butoxy-2-oxo-ethyl)amino]methyl]pyridine-3-carboxylate C(C1=CC=CC=C1)N(CC(=O)OC(C)(C)C)CC1=NC=CC=C1C(=O)OCC